IC1=CN(C=2N=CN=C(C21)N2C[C@@H](N(C[C@H]2C)C(=O)OC(C)(C)C)C)S(=O)(=O)C2=CC=C(C)C=C2 tert-Butyl (2S,5R)-4-(5-iodo-7-tosyl-7H-pyrrolo[2,3-d]pyrimidin-4-yl)-2,5-dimethylpiperazine-1-carboxylate